3-((4'-cyano-2-(difluoromethoxy)-[1,1'-biphenyl]-3-yl)amino)-6-Cyclopropylpyrazine-2-carboxylic acid C(#N)C1=CC=C(C=C1)C1=C(C(=CC=C1)NC=1C(=NC(=CN1)C1CC1)C(=O)O)OC(F)F